tert-Butyl (2-(6,7-dichloro-2-(hydroxymethyl)-1H-indol-1-yl)ethyl)carbamate ClC1=CC=C2C=C(N(C2=C1Cl)CCNC(OC(C)(C)C)=O)CO